FC(C(=O)O)(F)F.N1CC(C1)OC=1C=C2C(=NC=NC2=CC1OC)NC1=C(C(=C(C=C1)Cl)Cl)F 6-(azetidin-3-yloxy)-N-(3,4-dichloro-2-fluorophenyl)-7-methoxyquinazolin-4-amine trifluoroacetate